{di(t-butyldimethylsilyl)amino}dimethylvinylsilane [Si](C)(C)(C(C)(C)C)N([Si](C)(C)C(C)(C)C)[SiH2]C=C(C)C